bis(4-ethylphenyl)iodonium C(C)C1=CC=C(C=C1)[I+]C1=CC=C(C=C1)CC